4-(bromomethylene)tetrahydro-2H-pyrane BrC=C1CCOCC1